ClC1=C(C=CC2=C1NC(=N2)C(=O)N2[C@@H](C=1C=CC=NC1CC2)C)CC (R)-(7-chloro-6-ethyl-1H-benzo[d]imidazol-2-yl)(5-methyl-7,8-dihydro-1,6-naphthyridin-6(5H)-yl)methanone